CC1=NC2=CC=CC(=C2C(N1)=O)CCCCCN1CCC(CC1)N1CCN(CC1)C 2-Methyl-5-(5-(4-(4-methylpiperazin-1-yl)piperidin-1-yl)pentyl)-4-oxoquinazoline